N-(6-(7-(azetidin-3-yloxy)-5-chloro-6-fluoro-1H-indazol-4-yl)imidazo[1,2-a]pyrazin-2-yl)acetamide formate C(=O)O.N1CC(C1)OC=1C(=C(C(=C2C=NNC12)C=1N=CC=2N(C1)C=C(N2)NC(C)=O)Cl)F